C(=CC)N1C[C@@H](CCC1)C1=C2C(=C(NC2=C(C(=C1F)F)C(=O)N)C)F (S)-4-(1-propenylpiperidin-3-yl)-3,5,6-trifluoro-2-methyl-1H-indole-7-carboxamide